N-(3-bromo-2-fluorophenyl)-3-oxobutanamide BrC=1C(=C(C=CC1)NC(CC(C)=O)=O)F